O[C@@]1(C2(C(=C3C(=C(C=C3C1=O)C)SC1=CC=C(C=C1)O)C)CC2)C (R)-6'-hydroxy-3'-((4-hydroxyphenyl)thio)-2',4',6'-trimethylspiro[cyclopropane-1,5'-inden]-7'(6'H)-one